[Si].[Al] aluminum silicon